isopropylbenzene isopropyl-myristate C(C)(C)OC(CCCCCCCCCCCCC)=O.C(C)(C)C1=CC=CC=C1